Cl.C(C)N 1-ethylamine hydrochloride